Cl.NCC(CC1=CC(=CC=C1)F)NC(=O)C=1SC(=C(C1)C1=C(C=NN1C)Cl)Cl N-[1-amino-3-(3-fluorophenyl)propan-2-yl]-5-chloro-4-(4-chloro-1-methyl-1H-pyrazol-5-yl)thiophene-2-carboxamide hydrochloride